Methyl 4-amino-3-((2-phenoxyethyl)amino)benzoate NC1=C(C=C(C(=O)OC)C=C1)NCCOC1=CC=CC=C1